2-(1-chloroethyl)(2H4)-1-benzofuran ClC(C)C=1OC2=C(C1[2H])C(=C(C(=C2)[2H])[2H])[2H]